(S)-5-(4-((2-(2-(hydroxymethyl)pyrrolidin-1-yl)pyrrolo[2,1-f][1,2,4]triazin-4-yl)amino)-1H-imidazol-1-yl)-2,3-dimethoxybenzonitrile OC[C@H]1N(CCC1)C1=NN2C(C(=N1)NC=1N=CN(C1)C=1C=C(C(=C(C#N)C1)OC)OC)=CC=C2